C(N)(=N)C=1C=C(SC1)CNC(=O)[C@H]1N([C@H]2C[C@]2(C1)C)C(CNC(=O)C1=CC=C(C=C1)OC1=CC=CC=C1)=O (1S,3S,5S)-N-[(4-Carbamimidoylthiophen-2-yl)methyl]-5-methyl-2-{2-[(4-phenoxyphenyl)formamido]acetyl}-2-azabicyclo[3.1.0]hexane-3-carboxamide